Formamidinium Cesium Triiodide [I-].[I-].[I-].[Cs+].C(=[NH2+])N